4-(tert-butyl)phenyl-boronic acid C(C)(C)(C)C1=CC=C(C=C1)B(O)O